CN1N=CC(=C1)C=1C=C2CCN=CC2=CC1 6-(1-methylpyrazol-4-yl)-3,4-dihydroisoquinoline